BrC1=CC=C(CCNNC(=O)OC(C)(C)C)C=C1 tert-butyl 2-(4-bromophenethyl)hydrazine-1-carboxylate